5-(6-Hydroxy-2-azaspiro[3.3]heptan-2-yl)-N-(6-(1-methyl-1H-pyrazol-4-yl)pyridin-2-yl)-2-morpholinooxazolo[4,5-b]pyridine-6-carboxamide OC1CC2(CN(C2)C2=C(C=C3C(=N2)N=C(O3)N3CCOCC3)C(=O)NC3=NC(=CC=C3)C=3C=NN(C3)C)C1